CNC=1C(=NC(=CN1)C1=CC=C(C=C1)C)C(=O)NC1=CC=C(C=C1)S(=O)(=O)CP(OC)(OC)=O dimethyl (4-(3-(methylamino)-6-p-tolylpyrazine-2-carboxamido)phenylsulfonyl)methylphosphonate